N'-(propan-2-ylidene)benzohydrazide CC(C)=NNC(C1=CC=CC=C1)=O